(R)-5-chloro-1-(4-chlorophenyl)benzo[d][1,3,2]thiaselenazol-1-one ClC=1C=CC2=C([Se]NS2(=O)C2=CC=C(C=C2)Cl)C1